[Cl-].C(CCCCC)N1C(N(C=C1)C)C 1-hexyl-2,3-dimethylimidazole chloride salt